methylpentanol CCC(C)(C#C)O